(E)-2-methoxy-4-(prop-1-en-1-yl)phenyl 4-hydroxybenzoate OC1=CC=C(C(=O)OC2=C(C=C(C=C2)\C=C\C)OC)C=C1